tert-butyl (4-iodo-2-(1,4-dioxaspiro[4.5]decan-8-yl)thiazol-5-yl)(3-methylbut-2-en-1-yl)carbamate IC=1N=C(SC1N(C(OC(C)(C)C)=O)CC=C(C)C)C1CCC2(OCCO2)CC1